N-(3-(5-cyclopropylisoxazol-3-yl)phenyl)-N-((4-(5-(1,1-difluoroethyl)-1,2,4-oxadiazol-3-yl)bicyclo[2.2.2]octan-1-yl)methyl)tetrahydro-2H-thiopyran-4-carboxamide 1,1-dioxide C1(CC1)C1=CC(=NO1)C=1C=C(C=CC1)N(C(=O)C1CCS(CC1)(=O)=O)CC12CCC(CC1)(CC2)C2=NOC(=N2)C(C)(F)F